(2R)-2-AMINO-2-(6-AMINO-5-FORMYL(3-PYRIDYL))ACETIC ACID N[C@@H](C(=O)O)C=1C=NC(=C(C1)C=O)N